N[C@H]1C[C@@H](OC[C@@H]1SCC)C(=O)N1[C@H](C2=CC=CC=C2CC1)C1=CC=C(C=C1)F ((2r,4S,5r)-4-amino-5-(ethylsulfanyl)tetrahydro-2H-pyran-2-yl)((S)-1-(4-fluorophenyl)-3,4-dihydroisoquinolin-2(1H)-yl)methanone